O=S1(CNC2=C1C=CC=C2)=O 1,1-dioxo-2,3-dihydro-1,3-benzothiazole